methyl 1-methyl-2-oxohexahydrocyclopenta[b]pyrrol-3a(1H)-formate CN1C2C(CC1=O)(CCC2)C(=O)OC